FC=1C(=NC(=C(C1[N+](=O)[O-])OC)[N+](=O)[O-])[N+](=O)[O-] 3-fluoro-5-methoxy-2,4,6-trinitropyridine